NCCNCCNCCNCCNCCN 1,4,7,10,13,16-hexaazahexadecane